ClC1=CC=C(C=C1)[C@@H](CN(C(OC(C)(C)C)=O)C(C)C)C(=O)N1CCN(CC1)C1=NC=NC=2NC(CN(C12)C)=O tert-Butyl (S)-2-(4-chlorophenyl)-3-(4-(5-methyl-7-oxo-5,6,7,8-tetrahydropteridine-4-yl)piperazin-1-yl)-3-oxopropyl(isopropyl)carbamate